1-[4-(cyanomethyl)-1-[[3-(trifluoromethyl)phenyl]methyl]-4-piperidyl]-3-(cyclopropanecarbonylamino)pyrazole-4-carboxamide C(#N)CC1(CCN(CC1)CC1=CC(=CC=C1)C(F)(F)F)N1N=C(C(=C1)C(=O)N)NC(=O)C1CC1